C1(=CC=CC=C1)C(CCN(CC(C)(C)OC(C=C(C)N)=O)C)C1=CC=CC=C1 3-amino-2-butenoic acid-2-[(3,3-diphenylpropyl) methylamino]-1,1-dimethylethyl ester